androstan-17-one C[C@@]12C(CC[C@H]1[C@@H]1CCC3CCCC[C@]3(C)[C@H]1CC2)=O